3-bromo-5-cyclopropyl-2,6-difluorobenzene BrC=1C(=CC(=C(C1)C1CC1)F)F